NC(C(=O)O)CC=1N=C(NC(C1)=O)S 2-amino-3-(6-oxo-2-sulfanyl-1,6-dihydropyrimidin-4-yl)propanoic acid